CC1=C(C=C(C=C1)C)[PH2]=O 2,5-Dimethylphenylphosphine oxide